COC1=CC=C(C=C1)S(=O)(=O)O 4-methoxybenzenesulfonic acid